6-(2-chloro-5-fluoro-3-methoxycarbonyl-phenyl)-1,6-diazaspiro[3.3]heptane-1-carboxylic acid tert-butyl ester C(C)(C)(C)OC(=O)N1CCC12CN(C2)C2=C(C(=CC(=C2)F)C(=O)OC)Cl